tert-butyl (S)-6-(methylamino)-1,4-oxazepane-4-carboxylate CN[C@H]1CN(CCOC1)C(=O)OC(C)(C)C